Methyl 5-iodo-8-methoxy-2-naphthoate IC1=C2C=CC(=CC2=C(C=C1)OC)C(=O)OC